C(C)(C)N1C=NC2=C1C=NC=C2 3-isopropyl-3H-imidazo[4,5-c]pyridin